2-fluoro-1-phenyl-2-(4'-fluorophenyl)ethanone FC(C(=O)C1=CC=CC=C1)C1=CC=C(C=C1)F